methyl di-(3-pentyl) phosphate P(=O)(OC)(OC(CC)CC)OC(CC)CC